2-(2-methyl-5-nitro-1H-imidazol-1-yl)-ethyl-(2,2,2-trichloro-1-((2,6-diamino)-9H-purin-9-yl)-ethyl)-carbamate CC=1N(C(=CN1)[N+](=O)[O-])CCN(C([O-])=O)C(C(Cl)(Cl)Cl)N1C2=NC(=NC(=C2N=C1)N)N